secbutyltris(dimethylamino)tin C(C)(CC)[Sn](N(C)C)(N(C)C)N(C)C